(3E)-6-(butoxymethoxy)-3-hexenylmagnesium chloride C(CCC)OCOCC/C=C/CC[Mg]Cl